N-(4-chlorophenyl)-N-isopropyl-6-(4-(trifluoromethoxy)phenyl)pyrazine-2-carboxamide ClC1=CC=C(C=C1)N(C(=O)C1=NC(=CN=C1)C1=CC=C(C=C1)OC(F)(F)F)C(C)C